(7R)-7-(methoxymethyl)-2-(2-methylthiazol-5-yl)-N-[(3R)-2,3,4,9-tetrahydro-1H-carbazol-3-yl]-7,8-dihydro-6H-pyrimido[5,4-b][1,4]oxazin-4-amine COC[C@H]1NC2=C(OC1)C(=NC(=N2)C2=CN=C(S2)C)N[C@@H]2CCC=1NC3=CC=CC=C3C1C2